OC=1C(=C2C=3C(=C(C(=C(C3C3=CC=CC=C3C2=CC1)O)O)O)O)O.[Ni] nickel hexahydroxytriphenylene